C1(CC1)CSC1=NC(=NS1)C1=CC=CC=C1 (Cyclopropylmethylthio)-3-phenyl-1,2,4-thiadiazole